ClC1=C2C=C(NC2=CC=C1)C(=O)N1CC2=C(CC1)ON=C2C(=O)N[C@@H](C(F)(F)F)C 5-(4-chloro-1H-indole-2-carbonyl)-N-[(2R)-1,1,1-trifluoropropan-2-yl]-4H,5H,6H,7H-[1,2]oxazolo[4,5-c]pyridine-3-carboxamide